5-(2-chloro-5-fluoropyrimidin-4-yl)-1-ethyl-3-methylpyridin-2(1H)-one ClC1=NC=C(C(=N1)C=1C=C(C(N(C1)CC)=O)C)F